((4,6-dichloro-1,3-phenylene)bis(oxy))bis(bromobenzene) ClC1=C(C=C(C(=C1)Cl)OC1=C(C=CC=C1)Br)OC1=C(C=CC=C1)Br